The molecule is a cembrane diterpenoid that is cembra-1E,3E,7E,11Z,15-pentaen-20,10-olide substituted by a methoxy group at position 5. It has been isolated from the leaves of Croton gratissimus. It has a role as a metabolite. It is a cembrane diterpenoid, a diterpene lactone, a macrocycle and an ether. CC1=CC[C@H](/C(=C/C=C(\\CCC2=C[C@@H](C1)OC2=O)/C(=C)C)/C)OC